COC1=C(C=CC=C1)N=NC1=CC=C(C=C1)O 4-(methoxyphenyl-diazenyl)phenol